C(CC)O[Si](OCCC)(OCCC)[Sn](CCCCCCCC)(CCCCCCCC)[Si](OCCC)(OCCC)OCCC bis-tripropoxysilyl-dioctyl-tin